2-ethoxycarbonylaminosulfonyl-N,N-dimethyl-nicotinamide Diethyl-5,5'-(butane-1,4-diyl)bis(1,3,4-thiadiazole-2-carboxylate) C(C)OC(=O)C=1SC(=NN1)CCCCC1=NN=C(S1)C(=O)OCC.C(C)OC(=O)NS(=O)(=O)C1=C(C(=O)N(C)C)C=CC=N1